C1NCC12CC(C2)CN2N=CC(=C2)C=2N=CC1=C(C=CC=C1C2)C2=NN(C1=C2CN(CC1)C(C)=O)C1CCOCC1 1-[3-[3-[1-(2-azaspiro[3.3]heptan-6-ylmethyl)pyrazol-4-yl]-8-isoquinolyl]-1-tetrahydropyran-4-yl-6,7-dihydro-4H-pyrazolo[4,3-c]pyridin-5-yl]ethanone